[SH2]1(CCCC1)=O tetrahydro-1H-1lambda6-thiophene 1-oxide